FC1=CC=C2C(=NC(=NC2=C1)CNC(OC(C)(C)C)=O)C1=CC=C(C=C1)C(F)(F)F tert-Butyl ((7-fluoro-4-(4-(trifluoromethyl)phenyl)quinazolin-2-yl)methyl)carbamate